ClC1=NC(=C2N(C=NC2=N1)CC1=CC=C(C=C1)O[Si](C(C)C)(C(C)C)C(C)C)Cl 2,6-dichloro-7-(4-((triisopropylsilyl)oxy)benzyl)-7H-purine